ClC1=CC(=NC(=N1)OC)OCC=1N=C2N(C=C(C=C2N2C(N(C(C2)=O)C)=O)C2CC2)C1 1-(2-(((6-chloro-2-methoxypyrimidin-4-yl)oxy)methyl)-6-cyclopropylimidazo[1,2-a]pyridin-8-yl)-3-methylimidazolidine-2,4-dione